(S)-2-(3-(aminomethyl)pyrrolidin-1-yl)-5-(4-chloro-2-methyl-2H-indazol-5-yl)-3-methyl-3,7-dihydro-4H-pyrrolo[2,3-d]pyrimidin-4-one NC[C@H]1CN(CC1)C=1N(C(C2=C(N1)NC=C2C2=C(C1=CN(N=C1C=C2)C)Cl)=O)C